methyl 5-(5-aminopent-1-yn-1-yl)-1,3-bis(4-methoxybenzyl)-2,6-dioxo-1,2,3,6-tetrahydropyrimidine-4-carboxylate NCCCC#CC1=C(N(C(N(C1=O)CC1=CC=C(C=C1)OC)=O)CC1=CC=C(C=C1)OC)C(=O)OC